CC1=CC(NC=C1C1=C(C=CC(=C1)C#N)C)(C=1C=CC=C(C1C=O)O)C1=CC=CC=C1 4-methyl-2-phenyl-5-(5-cyano-2-methylphenyl)pyridinesalicylaldehyde